pyridin-3-yl isobutyrate C(C(C)C)(=O)OC=1C=NC=CC1